CC1(N(C(CC(C1)NCCCCCCNC1CC(N(C(C1)(C)C)OCCC)(C)C)(C)C)OCCC)C N,N'-bis(2,2,6,6-tetramethyl-1-(propyloxy)-piperidin-4-yl)hexamethylenediamine